(2R)-N-[4-(3-Anilino-5,7-dimethyl-4-oxo-4,5-dihydro-1H-pyrrolo[3,2-c]pyridin-2-yl)pyridin-2-yl]-2-(4-fluorophenyl)propenamid N(C1=CC=CC=C1)C1=C(NC2=C1C(N(C=C2C)C)=O)C2=CC(=NC=C2)NC(C(=C)C2=CC=C(C=C2)F)=O